ClC=1C=C(C=C(C1)Cl)C=1OC2=C(N1)C=CC(=C2)C(=O)OCC2N(CCC2)C (1-methylpyrrolidin-2-yl)methyl 2-(3,5-dichlorophenyl)benzo[d]oxazole-6-carboxylate